C(CCC)OC(=O)OC1=CC=C(C2=CC=CC=C12)OC(=O)OCCCC 1,4-bis(n-butoxycarbonyloxy)naphthalene